C[C@@H]1CNCC(O1)C (2R,5S)-2,6-dimethylmorpholine